NC1=C(C=C(C(=O)NC=2C(N(C=C(C2)F)[C@H](C(=O)N[C@@H](CC(=O)O)C=O)C)=O)C=C1)Cl (S)-3-((S)-2-(3-(4-amino-3-chlorobenzamido)-5-fluoro-2-oxopyridin-1(2H)-yl)propanamido)-4-oxobutanoic acid